OCCN1CCC(CC1)C(=O)OC Methyl 1-(2-hydroxyethyl)piperidine-4-carboxylate